C(C)(C)(C)C=1NC2=CC=CC=C2C1C=O 2-TERT-BUTYL-1H-INDOLE-3-CARBALDEHYDE